TIGLIC ANHYDRIDE C(\C(\C)=C\C)(=O)OC(\C(\C)=C\C)=O